(2S,3S,4R,5R)-5-(2-(5-chloropyridin-3-yl)-6-((3-cyanobenzyl)amino)-9H-purin-9-yl)-3,4-dihydroxy-N-(methyl-d3)-tetrahydrofuran-2-carboxamide ClC=1C=C(C=NC1)C1=NC(=C2N=CN(C2=N1)[C@H]1[C@@H]([C@@H]([C@H](O1)C(=O)NC([2H])([2H])[2H])O)O)NCC1=CC(=CC=C1)C#N